N1C=CC2=C(C=CC=C12)[C@@H]1COCCCN1 |r| (+/-)-3-(1H-indol-4-yl)-1,4-oxazepane